C(C)(C)N1C(=NC(=C1)C(F)(F)F)C1=CC=C(CNC2=NC(=NN3C2=NC=C3)C=3C(=NC=NC3)C3=CCC(CC3)=O)C=C1 4-(5-(4-((4-(1-isopropyl-4-(trifluoromethyl)-1H-imidazol-2-yl)benzyl)amino)imidazo[2,1-f][1,2,4]triazin-2-yl)pyrimidin-4-yl)cyclohex-3-en-1-one